(R)-5-(3,4-dichlorobenzoyl)-6-methyl-4,5,6,7-tetrahydro-2H-pyrazolo[4,3-c]Pyridine-3-Formic acid ethyl ester C(C)OC(=O)C=1NN=C2C1CN([C@@H](C2)C)C(C2=CC(=C(C=C2)Cl)Cl)=O